C(#N)C=1C=C(OC=2C(=C3C=CNC3=CC2F)CC(=O)OCC)C=CC1F ethyl 2-(5-(3-cyano-4-fluorophenoxy)-6-fluoro-1H-indol-4-yl)acetate